O1C(NCCC1)=O tetrahydro-2H-1,3-oxazin-2-one